[1-[5-(4-ethylpiperazin-1-yl)-4H-1,2,4-triazol-3-yl]azetidin-3-yl]methanamine C(C)N1CCN(CC1)C=1NC(=NN1)N1CC(C1)CN